OC1=C(C=CC(=C1)OCC)NC(=S)N N-(2-hydroxy-4-ethoxyphenyl)thiourea